3-(6-((4-(6-((4-chloro-2-fluorobenzyl)oxy)pyridin-2-yl)piperidin-1-yl)methyl)-5-((methylsulfonyl)methyl)pyridin-3-yl)-5-(trifluoromethyl)-1,2,4-oxadiazole ClC1=CC(=C(COC2=CC=CC(=N2)C2CCN(CC2)CC2=C(C=C(C=N2)C2=NOC(=N2)C(F)(F)F)CS(=O)(=O)C)C=C1)F